C1(CC1)OC1=C(C=C(C=C1)C(F)(F)F)C(C)=O 1-(2-Cyclopropoxy-5-(trifluoromethyl)phenyl)ethan-1-one